CC1=NC(=NO1)C=1C=C2CC[C@@H](C2=CC1)C(=O)NC1=CC(=NC=C1)C (S)-5-(5-methyl-1,2,4-oxadiazol-3-yl)-N-(2-methylpyridin-4-yl)-2,3-dihydro-1H-indene-1-carboxamide